3-(1-(4-(trifluoromethyl)phenyl)imidazo[1,5-a]pyridin-3-yl)propanoic acid FC(C1=CC=C(C=C1)C=1N=C(N2C1C=CC=C2)CCC(=O)O)(F)F